NC=1C(N(C=CC1)C1(CC1)C)=O 3-amino-1-(1-methylcyclopropyl)pyridin-2(1H)-one